BrC=1C=C(C=CC1)C(C1=NN=CN1C)Cl 3-((3-bromophenyl)chloromethyl)-4-methyl-4H-1,2,4-triazole